4'-Methylacetophenon CC1=CC=C(C=C1)C(C)=O